tert-butyl (12aR)-9-bromo-8-chloro-3,4,12,12a-tetrahydro-6H-pyrazino[2,1-c][1,4]benzooxazepine-2(1H)-carboxylate BrC1=CC2=C(CN3[C@@H](CO2)CN(CC3)C(=O)OC(C)(C)C)C=C1Cl